ClC1=CC=C(OC2=CC(=C(C=C2)C(CN2N=CN=C2)(O)C2CC2)C(F)(F)F)C=C1 [4-(4-chlorophenoxy)-2-(trifluoromethyl)phenyl]-1-cyclopropyl-2-(1,2,4-triazol-1-yl)ethanol